O1CCC(CC1)C(=O)OCC ethyl tetrahydro-2H-pyran-4-carboxylate